ClC=1C=C(C=CC1)[C@H](C)N1C(=NC2=C1C=C(C(=C2)F)F)N2C[C@H]([C@@H](CC2)F)N (3R,4R)-1-(1-((1S)-1-(3-chlorophenyl)ethyl)-5,6-difluoro-1H-benzimidazol-2-yl)-4-fluoro-3-piperidinamine